2-(3,4-dichlorophenyl)-1-ethyl-5-(3-furanyl)-6-methyl-4-oxo-pyridine-3-carboxylic acid ClC=1C=C(C=CC1Cl)C=1N(C(=C(C(C1C(=O)O)=O)C1=COC=C1)C)CC